O1CC(C1)N1CC(CCC1)O 1-(oxetan-3-yl)piperidin-3-ol